2-(2,6-dioxo-3-piperidyl)-5-[4-[[2-[4-(5-nitro-1H-indazol-3-yl)-2-pyridyl]-2,6-diazaspiro[3.3]heptan-6-yl]methyl]-1-piperidyl]isoindoline-1,3-dione O=C1NC(CCC1N1C(C2=CC=C(C=C2C1=O)N1CCC(CC1)CN1CC2(CN(C2)C2=NC=CC(=C2)C2=NNC3=CC=C(C=C23)[N+](=O)[O-])C1)=O)=O